4-chloro-6-hydroxyquinoline-7-carbonitrile ClC1=CC=NC2=CC(=C(C=C12)O)C#N